2-methyl-6-(6-(piperidine-1-carbonyl)naphthalen-1-yl)-5,6,7,8-tetrahydro-2,6-naphthyridin-1(2H)-one CN1C(C=2CCN(CC2C=C1)C1=CC=CC2=CC(=CC=C12)C(=O)N1CCCCC1)=O